IC1=NN(C2=CC=C(C=C12)C(=O)OC)C1OCCCC1 methyl 3-iodo-1-(oxan-2-yl)indazole-5-carboxylate